4-(1-(1-acryloylpyrrolidin-3-yl)-5-aminoimidazo[1,5-c]pyrimidin-3-yl)-2-chloro-N-(4-(trifluoromethyl)pyridin-2-yl)benzamide C(C=C)(=O)N1CC(CC1)C=1N=C(N2C(=NC=CC21)N)C2=CC(=C(C(=O)NC1=NC=CC(=C1)C(F)(F)F)C=C2)Cl